methyl (2-chloro-4-fluorophenyl)acetate ClC1=C(C=CC(=C1)F)CC(=O)OC